OCCN1C[C@@H](CC1)O (R)-1-(2-hydroxyethyl)pyrrolidin-3-ol